N-(1,3-dimethylbutylidene)-3-(trimethoxysilyl)-1-propaneamine CC(CC(C)C)=NCCC[Si](OC)(OC)OC